FC1=C(OC2=C3C(=NC=C2)NC=C3C3=CC=C(OCC#N)C=C3)C(=CC(=C1)NC=1OC[C@@](CN1)(C)CO)F |r| (+/-)-{4-[4-(2,6-difluoro-4-{[5-(hydroxymethyl)-5-methyl-5,6-dihydro-4H-1,3-oxazin-2-yl]amino}phenoxy)-1H-pyrrolo[2,3-b]pyridin-3-yl]phenoxy}acetonitrile